hydroxyl-methylcoumarin OC1=C(C(OC2=CC=CC=C12)=O)C